N-(1-(4-(2-(exo-6-amino-3-azabicyclo[3.1.0]hexan-3-yl)ethyl)phenyl)-2-oxo-1,2-dihydropyrimidin-4-yl)-4-((S)-2-amino-3-hydroxy-2-methylpropanoyl)piperazine-1-carboxamide NC1C2CN(CC12)CCC1=CC=C(C=C1)N1C(N=C(C=C1)NC(=O)N1CCN(CC1)C([C@@](CO)(C)N)=O)=O